(1R,4S,12aR)-N-(3-chloro-4-fluorophenylmethyl)-7-hydroxy-6,8-dioxo-1,2,3,4,6,8,12,12a-octahydro-1,4-methanodipyrido[1,2-a:1',2'-d]pyrazine-9-carboxamide ClC=1C=C(C=CC1F)CNC(=O)C=1C(C(=C2N(C[C@@H]3N(C2=O)[C@H]2CC[C@@H]3C2)C1)O)=O